1,3-diisopropylphenyl-imidazole C(C)(C)C1(CC(=CC=C1)C(C)C)C=1NC=CN1